[V].[Ta].[Cu] copper-tantalum-vanadium